(3R)-3-[(8-carbamoyl-6-{4-[(1-hydroxycyclopropyl)methoxy]phenyl}pyrido[3,2-d]pyrimidin-4-yl)amino]-4,4-difluoropiperidine-1-carboxylic acid tert-butyl ester C(C)(C)(C)OC(=O)N1C[C@H](C(CC1)(F)F)NC=1C2=C(N=CN1)C(=CC(=N2)C2=CC=C(C=C2)OCC2(CC2)O)C(N)=O